4-bromo-2-chloro-N-(3-methoxypropyl)-N-methylbenzamide BrC1=CC(=C(C(=O)N(C)CCCOC)C=C1)Cl